ClC=1C=NC=C(C1[C@@H](C)OC=1C=C2C(=NNC2=CC1)C=1C=CC(=NC1)N1CC2(C1)CS(CC2)(=O)=O)Cl 2-[5-[5-[(1R)-1-(3,5-dichloro-4-pyridyl)ethoxy]-1H-indazol-3-yl]-2-pyridyl]-6λ6-thia-2-azaspiro[3.4]octane 6,6-dioxide